(2R,6R)-4-(2-(6-Chloroimidazo[1,2-a]pyridin-3-yl)pyrimidin-4-yl)-6-methylmorpholine-2-carboxamide ClC=1C=CC=2N(C1)C(=CN2)C2=NC=CC(=N2)N2C[C@@H](O[C@@H](C2)C)C(=O)N